FC1=CC=C(C=C1)NC(CC1CCC(CC1)O)=O N-(4-Fluorophenyl)-2-(4-hydroxycyclohexyl)acetamide